ClN1C(C(C2=CC=CC=C12)(C)C1=NC(=CC=C1OC)Cl)=O chloro-3-(6-chloro-3-methoxypyridin-2-yl)-3-methylindolin-2-one